C1(CC2C(CC1)O2)COC(C(=O)OCC2CC1C(CC2)O1)=O bis(3,4-epoxycyclohexylmethyl)oxalate